2-(5-amino-2-(furan-2-yl)-7H-pyrazolo[4,3-e][1,2,4]triazolo[1,5-c]pyrimidin-7-yl)-N-(3-hydroxycyclohexyl)-2-phenylpropanamide NC1=NC2=C(C=3N1N=C(N3)C=3OC=CC3)C=NN2C(C(=O)NC2CC(CCC2)O)(C)C2=CC=CC=C2